12-(tert-butyl)-6-methoxy-3-oxo-3,4,11,12-tetrahydrobenzo[c][1,10]phenanthroline-2-carboxylic acid C(C)(C)(C)C1CC=2C3=C(C(=NC2C=2NC(C(=CC12)C(=O)O)=O)OC)C=CC=C3